ClC1=C(C(=CC=2C3=C(NC12)CCN([C@@H]3C)C(=O)C3=NC=C(C=N3)OC)OC)Cl (R)-(6,7-dichloro-8-methoxy-1-methyl-1,3,4,5-tetrahydro-2H-pyrido[4,3-b]indol-2-yl)(5-methoxypyrimidin-2-yl)methanone